CN(C(CC)=O)CC1=CC=C(C=C1)C1=CC=C(C=C1)C(=O)OC methyl 4'-((N-methylpropanamido) methyl)-[1,1'-biphenyl]-4-carboxylate